1-(2-bromophenyl)-4-(p-tolyl)-1H-1,2,3-triazole BrC1=C(C=CC=C1)N1N=NC(=C1)C1=CC=C(C=C1)C